(E)-3-(1-(2-fluorophenyl)cyclopropyl)-N-(1-(2-oxo-2-(3-(p-tolyloxy)piperidin-1-yl)ethyl)-1H-pyrazol-4-yl)acrylamide FC1=C(C=CC=C1)C1(CC1)/C=C/C(=O)NC=1C=NN(C1)CC(N1CC(CCC1)OC1=CC=C(C=C1)C)=O